2-((5-(1-(4-(((tert-butyldimethylsilyl)oxy)methyl)phenyl)piperidin-4-yl)pyridin-2-yl)amino)-7-cyclopentyl-N,N-dimethyl-7H-pyrrolo[2,3-d]pyrimidine-6-carboxamide [Si](C)(C)(C(C)(C)C)OCC1=CC=C(C=C1)N1CCC(CC1)C=1C=CC(=NC1)NC=1N=CC2=C(N1)N(C(=C2)C(=O)N(C)C)C2CCCC2